C(C1=CC=CC=C1)OC1=C(C=C(C=C1)F)[C@@H](C)NC1=CC=C2C(=N1)N(C=N2)C(=O)NC2CCC(CC2)O (R)-5-((1-(2-benzyloxy-5-fluorophenyl)ethyl)amino)-N-((1s,4s)-4-hydroxycyclohexyl)-3H-Imidazo[4,5-b]pyridine-3-carboxamide